5,5-dimethyl-1-((2-((2-oxopiperidin-4-yl)amino)pyridin-4-yl)methyl)-3-(4-((trifluoromethyl)sulfonyl)phenyl)imidazolidine-2,4-dione CC1(C(N(C(N1CC1=CC(=NC=C1)NC1CC(NCC1)=O)=O)C1=CC=C(C=C1)S(=O)(=O)C(F)(F)F)=O)C